C(C1=CC=C(C(=O)OCCO)C=C1)(=O)OCCO bis-(β-hydroxyethyl) terephthalate